(E)-N-(5-(2-methoxystyryl)-8-(methylamino)-2,7-naphthyridin-3-yl)cyclopropanecarboxamide COC1=C(/C=C/C2=C3C=C(N=CC3=C(N=C2)NC)NC(=O)C2CC2)C=CC=C1